(pyridin-2-yl)hexanamide N1=C(C=CC=C1)C(C(=O)N)CCCC